O=C1C2=C(N(C(N1)=S)CC=1C(=NC=CC1)[C@@H]1N(CC[C@H](C1)C(F)(F)F)C(=O)OC(C)(C)C)C=CN2 |r| rac-tert-Butyl (2R,4R)-2-(3-((4-oxo-2-thioxo-2,3,4,5-tetrahydro-1H-pyrrolo[3,2-d]pyrimidin-1-yl)methyl)pyridin-2-yl)-4-(trifluoromethyl)piperidine-1-carboxylate